F[C@@H]1C[C@H](N(C1)C(CN1C(C2=CC=CC=C2C1)=O)=O)C(=O)N[C@@H](C1=CC=CC=C1)C1=CC(=C(C=C1)C1(CC1)C)F (2S,4R)-4-fluoro-N-[(S)-[3-fluoro-4-(1-methylcyclopropyl)phenyl](phenyl)methyl]-1-[2-(1-oxo-2,3-dihydro-1H-isoindol-2-yl)acetyl]pyrrolidine-2-carboxamide